3-(3'-bromo-4'-nitrophenyl)propionic acid BrC=1C=C(C=CC1[N+](=O)[O-])CCC(=O)O